(3,3-difluoropiperidin-4-yl)-5-((2-fluorobenzyl)oxy)-2-methylbenzofuran-3-carboxamide FC1(CNCCC1C1=C(C=CC2=C1C(=C(O2)C)C(=O)N)OCC2=C(C=CC=C2)F)F